NCCC=1C=NC(=NC1)C1=C(C=C(C#N)C=C1)CN1C(=NC(=C1)C(F)F)C 4-[5-(2-aminoethyl)pyrimidin-2-yl]-3-[[4-(difluoromethyl)-2-methylimidazol-1-yl]methyl]benzonitrile